Tert-butyl (3R)-3-(3-fluorophenyl)isoxazolidine-2-carboxylate FC=1C=C(C=CC1)[C@@H]1N(OCC1)C(=O)OC(C)(C)C